OC=1C=C2C=CC(=CC2=CC1C12CC3CC(CC(C1)C3)C2)C2=CC=C(C(=O)O)C=C2 4-(6-hydroxy-7-tricyclo[3.3.1.1(3,7)]decan-1-yl-2-naphthyl)benzoic acid